levulinic acid methylester COC(CCC(=O)C)=O